N-(4-(2-(2-aminopyridin-3-yl)-5-(pyridin-3-yl)-3H-imidazo[4,5-b]pyridin-3-yl)benzyl)-1-(2-fluoro-4-formyl-3-hydroxyphenyl)cyclopropane-1-carboxamide NC1=NC=CC=C1C1=NC=2C(=NC(=CC2)C=2C=NC=CC2)N1C1=CC=C(CNC(=O)C2(CC2)C2=C(C(=C(C=C2)C=O)O)F)C=C1